FC1(CCN(CC1)C=1N=C(C=C2C=CC(=NC12)C)N)F 8-(4,4-difluoropiperidin-1-yl)-2-methyl-1,7-naphthyridin-6-amine